phthalimidyl para-toluenesulfonate CC1=CC=C(C=C1)S(=O)(=O)ON1C(C=2C(C1=O)=CC=CC2)=O